2-(4-chloro-3-fluorophenoxy)-N-[(3S,6R)-6-{5-[(4,4-difluoropentyl)oxy]-1,3,4-oxadiazol-2-yl}piperidin-3-yl]acetamide ClC1=C(C=C(OCC(=O)N[C@@H]2CN[C@H](CC2)C=2OC(=NN2)OCCCC(C)(F)F)C=C1)F